ClC1=C(C=C2C=C(N=CC2=C1)NC(=O)[C@@H]1[C@H](C1)C=1C=NN(C1C(F)(F)F)C)N1CC[NH+](CC1)[C@@]1(COCC1)C (1S,2S)-N-[7-chloro-6-[4-((S)-3-methyltetrahydrofuran-3-yl)piperazin-4-ium-1-yl]-3-isoquinolyl]-2-[1-methyl-5-(trifluoromethyl)pyrazol-4-yl]cyclopropanecarboxamide